OC1CCN(CC1)C(=O)C=1C2=C(N(N1)CC=O)CCCCC2 2-(3-(4-hydroxypiperidine-1-carbonyl)-5,6,7,8-tetrahydrocyclohepta[c]pyrazol-1(4H)-yl)ethan-1-one